C(C)(C)(C)OC(=O)N1CC(C1)N1CCC(CC1)N1CCC(CC1)N1N=C(C(=C1N)C(N)=O)C1=CC=C(C=C1)OC1=NC=C(C=C1)Cl 3-(4-(5-amino-4-carbamoyl-3-(4-((5-chloropyridin-2-yl)oxy)phenyl)-1H-pyrazol-1-yl)-[1,4'-bipiperidin]-1'-yl)azetidine-1-carboxylic acid tert-butyl ester